C1(CC1)C1=C2C(=NC(=C1)NC1=CC=C(C3=C1OCCO3)C(=O)N3CCC(CC3)N3CCOCC3)NC=C2C(F)(F)F (8-((4-cyclopropyl-3-(trifluoromethyl)-1H-pyrrolo[2,3-b]pyridin-6-yl)amino)-2,3-dihydrobenzo[b][1,4]dioxin-5-yl)(4-morpholinopiperidin-1-yl)methanone